COC1=CC=C(C=C1)S(=O)(=O)NC1=C(C(=O)N)C=C(C=C1)C(F)(F)F 2-((4-methoxyphenyl)sulfonamido)-5-(trifluoromethyl)benzamide